(±)-cis-3-(4-amino-3-(4-(4-fluorophenoxy)phenyl)-1H-pyrazolo[3,4-d]pyrimidin-1-yl)cyclopentane-1-ol NC1=C2C(=NC=N1)N(N=C2C2=CC=C(C=C2)OC2=CC=C(C=C2)F)[C@H]2C[C@H](CC2)O |r|